tert-butyl 4-allyl-4-(N-(3,4-difluorophenyl)acrylamido)piperidine-1-carboxylate C(C=C)C1(CCN(CC1)C(=O)OC(C)(C)C)N(C(C=C)=O)C1=CC(=C(C=C1)F)F